C(C)(C)(C)OC(NC=1SC=C(N1)COC1CCC(CC1)=O)=O (4-{[(4-Oxocyclohexyl)oxy]methyl}-1,3-thiazol-2-yl)carbamic acid tert-butyl ester